(2R,2'R)-2,2'-((((((2,2'-dimethyl-[1,1'-biphenyl]-3,3'-diyl)bis(azanediyl))bis(carbonyl))bis(4-methoxypyridine-6,3-diyl))bis(methylene))bis(azanediyl))bis(3-hydroxypropanoic acid) CC1=C(C=CC=C1NC(=O)C1=CC(=C(C=N1)CN[C@@H](C(=O)O)CO)OC)C1=C(C(=CC=C1)NC(=O)C1=CC(=C(C=N1)CN[C@@H](C(=O)O)CO)OC)C